C(O[C@@H]1N(CCC1)C1=NC=C(C(=N1)NCC1=CC(=C(C=C1)OC)Cl)C(NCC1=NC=CC=N1)=O)(OC)=O ((S)-1-(4-(3-chloro-4-methoxybenzylamino)-5-(pyrimidin-2-ylmethylcarbamoyl) pyrimidin-2-yl) pyrrolidin-2-yl) methyl carbonate